4-((2,3,5,6-tetrafluoro-4-(methylthio)phenyl)sulfonyl)aniline FC1=C(C(=C(C(=C1F)SC)F)F)S(=O)(=O)C1=CC=C(N)C=C1